CC(=CC)CCC=C(CO)C 2-trans-3,7-dimethyl-2,6-octadien-8-ol